2-bromo-4-(5-fluorobenzoselenazol-2-yl)aniline ammonium 4,4'-azobis(4-cyanopentanoate) N(=NC(CCC(=O)[O-])(C)C#N)C(CCC(=O)[O-])(C)C#N.[NH4+].BrC1=C(N)C=CC(=C1)C=1[Se]C2=C(N1)C=C(C=C2)F.[NH4+]